CC1=CC=CC(=N1)C1=C(N=CN1)C=1C=C2C=C(C=NC2=CC1)C(=O)OCCCN1CC2(C1)CNCCC2 3-(2,6-diazaspiro[3.5]nonan-2-yl)propyl 6-(5-(6-methylpyridin-2-yl)-1H-imidazol-4-yl)quinoline-3-carboxylate